FC(S(=O)(=O)NS(=O)(=O)C(F)(F)F)(F)F bis(trifluoromethane-sulfonyl)amine